C(CCC)[Si](OCCC)(OCCC)OCCC n-butyltri-n-propoxysilane